1-(3'-(5-(4-(tert-butyl)piperazin-1-yl)-6-(methylthio)pyridin-3-yl)-3-chloro-5'-fluoro-2'-hydroxy-[1,1'-biphenyl]-4-yl)-3-methyl-1H-imidazol-2(3H)-one C(C)(C)(C)N1CCN(CC1)C=1C=C(C=NC1SC)C=1C(=C(C=C(C1)F)C1=CC(=C(C=C1)N1C(N(C=C1)C)=O)Cl)O